(S)- or (R)-2-(2-cyclopropyl-4-fluoro-6-isopropylphenyl)-N-(4-((dimethylamino)methyl)phenyl-sulfonimidoyl)acetamide C1(CC1)C1=C(C(=CC(=C1)F)C(C)C)CC(=O)N[S@@](=O)(=N)C1=CC=C(C=C1)CN(C)C |o1:17|